10-anthracenedimethanethiol tert-butyl-[2-oxo-2-(1,3-thiazol-2-yl)ethyl]carbamate C(C)(C)(C)N(C(O)=O)CC(C=1SC=CN1)=O.C1(=CC=CC2=C(C3=CC=CC=C3C=C12)CS)CS